ClC1=NC(=C(C(=N1)Cl)C1OCCO1)C(=C)OCC 2,4-dichloro-5-(1,3-dioxolan-2-yl)-6-(1-ethoxyvinyl)pyrimidine